1,4-diisocyanato-2,5-dimethylbenzene N(=C=O)C1=C(C=C(C(=C1)C)N=C=O)C